1-cyano-N-((1r,3r)-3-((5-(1-(2,2-difluoroethyl)-1H-benzo[d][1,2,3]triazol-6-yl)-4-methoxypyrrolo[2,1-f][1,2,4]triazin-2-yl)amino)-1-methylcyclobutyl)cyclopropane-1-carboxamide C(#N)C1(CC1)C(=O)NC1(CC(C1)NC1=NN2C(C(=N1)OC)=C(C=C2)C=2C=CC1=C(N(N=N1)CC(F)F)C2)C